5-(5-(3-(azetidine-3-ylmethoxy)naphthalen-2-yl)-1H-pyrazol-3-ylamino)pyrazine-2-carbonitrile N1CC(C1)COC=1C(=CC2=CC=CC=C2C1)C1=CC(=NN1)NC=1N=CC(=NC1)C#N